2-[4-[1-(2,6-dioxo-3-piperidyl)-3-methyl-2-oxo-benzimidazol-5-yl]-3-fluoro-1-piperidyl]acetic acid O=C1NC(CCC1N1C(N(C2=C1C=CC(=C2)C2C(CN(CC2)CC(=O)O)F)C)=O)=O